2,4-diamino-6-[2-(2-undecyl-1-imidazolyl)ethyl]-1,3,5-triazine NC1=NC(=NC(=N1)N)CCN1C(=NC=C1)CCCCCCCCCCC